COC=1C=CC=2[C@]3(CC[C@]4(C[C@H](CC4=C3CCC2C1C)O)C)C (9S,13S,16R)-3-methoxy-4,9,13-trimethyl-7,9,11,12,13,15,16,17-octahydro-6H-cyclopenta[a]phenanthren-16-ol